O1COC2=C1C=CC(=C2)C=2C(=CC(=C(C2)NC(=O)C2=CNC(C=C2C(F)(F)F)=O)N2C[C@H](N([C@H](C2)C)C)C)F |r| N-[5-(1,3-benzodioxol-5-yl)4-fluoro-2-[rac-(3R,5S)-3,4,5-trimethylpiperazin-1-yl]phenyl]-6-oxo-4-(trifluoromethyl)-1H-pyridine-3-carboxamide